C(C1=CC=CC=C1)N1CC2(C1)CC(C2)NC(=O)N2[C@H](CN([C@@H](C2)C)C2=NC=C(C=N2)C(F)(F)F)C (2S,5R)-N-{2-benzyl-2-azaspiro[3.3]heptan-6-yl}-2,5-dimethyl-4-[5-(trifluoromethyl)pyrimidin-2-yl]piperazine-1-carboxamide